zirconium (IV) propyloxide C(CC)OCCC.[Zr+4]